2-(2-(1-(Cyclopropylsulfonyl)-1H-pyrazol-4-yl)pyrimidin-4-yl)-5-(4-(difluoromethyl)thiazol-2-yl)-N4-((1s,4s)-4-fluorocyclohexyl)pyridine-2,4-diamine C1(CC1)S(=O)(=O)N1N=CC(=C1)C1=NC=CC(=N1)C1(NC=C(C(=C1)NC1CCC(CC1)F)C=1SC=C(N1)C(F)F)N